OB1NN=C(C2=C1C=NC1=C2C=CN1)C1CC(C1)NS(=O)(=O)CCC N-((1s,3s)-3-(4-hydroxy-4,7-dihydro-3H-pyrrolo[3',2':5,6]pyrido[3,4-d][1,2,3]diazaborinin-1-yl)cyclobutyl)propane-1-sulfonamide